BrC1=CC=C2C=3C(C4=C(C(C3NC2=C1)(C)C)C=C(C(=C4)CC)N4CCC(CC4)N(C)C)=O 3-Bromo-8-(4-(dimethylamino)piperidin-1-yl)-9-ethyl-6,6-dimethyl-5,6-dihydro-11H-benzo[b]Carbazol-11-one